BrCCCCO[C@H]1[C@@H](C[C@@H]2OC(O[C@@H]21)(C)C)C=2OC(OC2)(C)C (3aS,4S,5R,6aS)-4-(4-bromobutoxy)-5-((R)-2,2-dimethyl-1,3-dioxol-4-yl)-2,2-dimethyltetrahydro-4H-cyclopenta[d][1,3]dioxole